ClC1=C(C=CC(=C1I)F)N(S(=O)(=O)CC1CC1)COCC[Si](C)(C)C N-(2-chloro-4-fluoro-3-iodophenyl)-1-cyclopropyl-N-((2-(trimethylsilyl)-ethoxy)methyl)methanesulfonamide